(R)-2-((1-(3-cyano-7-methyl-4-oxo-2-(6-azaspiro[2.5]octan-6-yl)-4H-pyrido[1,2-a]pyrimidin-9-yl)ethyl)amino)benzoic acid C(#N)C1=C(N=C2N(C1=O)C=C(C=C2[C@@H](C)NC2=C(C(=O)O)C=CC=C2)C)N2CCC1(CC1)CC2